ClC=1C2=C(N=C(N1)SC)C(=C(N=C2OC)Cl)F 4,7-dichloro-8-fluoro-5-methoxy-2-(methylthio)pyrido[4,3-d]pyrimidin